NC1=NC=CC=C1C1=NC=2C(=NC(=CC2)C2=CC=CC=C2)N1C=1C=CC(=NC1)NCC1CCC(CC1)C(=O)O (1s,4s)-4-(((5-(2-(2-aminopyridin-3-yl)-5-phenyl-3H-imidazo[4,5-b]pyridin-3-yl)pyridin-2-yl)amino)methyl)cyclohexane-1-carboxylic acid